4-(3-bromo-4-hydroxystyryl)-6,6-dimethylbicyclo[3.1.1]hept-3-en-2-one BrC=1C=C(C=CC2=CC(C3C(C2C3)(C)C)=O)C=CC1O